2'-deoxymethylguanosine C[C@@]1(C[C@H](O)[C@@H](CO)O1)N1C=NC=2C(=O)NC(N)=NC12